2'-Deoxyadenosine-3',5'-O-bisphosphate P(=O)(O)(O)O[C@H]1C[C@@H](O[C@@H]1COP(=O)(O)O)N1C=NC=2C(N)=NC=NC12